(E)-4-(4-(dimethylamino)but-2-enamido)-N-(3-((8-isopropyl-2-((1-methylpiperidin-4-yl)oxy)pyrazolo[1,5-a][1,3,5]triazin-4-yl)amino)phenyl)benzamide CN(C/C=C/C(=O)NC1=CC=C(C(=O)NC2=CC(=CC=C2)NC2=NC(=NC=3N2N=CC3C(C)C)OC3CCN(CC3)C)C=C1)C